3-(pyridine-2-yl)propane N1=C(C=CC=C1)CCC